4-((3,5-difluoro-4-(4-methylcyclohexyl)phenyl)amino)cyclohexane-1-carboxylic acid FC=1C=C(C=C(C1C1CCC(CC1)C)F)NC1CCC(CC1)C(=O)O